(4-fluorophenyl)-1-[2-[4-[6-(1-methylpyrazol-4-yl)pyrrolo[2,1-f][1,2,4]triazin-4-yl]piperazin-1-yl]pyrimidin-5-yl]ethanamine FC1=CC=C(C=C1)C(C)(N)C=1C=NC(=NC1)N1CCN(CC1)C1=NC=NN2C1=CC(=C2)C=2C=NN(C2)C